BrC1=CC2=C(C(=NO2)NCCC(=O)O)C=C1 3-[(6-bromo-1,2-benzoxazol-3-yl)amino]propanoic acid